BrC1=C(C=C(C(=O)OC)C=C1)S(NC1=C(C=CC(=C1)C#N)C1=CC(=CC=C1)F)(=O)=O methyl 4-bromo-3-(N-(4-cyano-3'-fluoro-[1,1'-biphenyl]-2-yl)sulfamoyl)benzoate